4,5-bis(benzoylthio)1,3-dithiol-2-thione C(C1=CC=CC=C1)(=O)SC=1SC(SC1SC(C1=CC=CC=C1)=O)=S